2-(tert-butoxycarbonyl)-7-hydroxy-1,2,3,4-tetrahydroisoquinoline-3-carboxylic acid C(C)(C)(C)OC(=O)N1CC2=CC(=CC=C2CC1C(=O)O)O